(3R)-N-[4-(5-Chloro-1,3-benzoxazol-2-yl)phenyl]tetrahydrofuran-3-carboxamid ClC=1C=CC2=C(N=C(O2)C2=CC=C(C=C2)NC(=O)[C@H]2COCC2)C1